1-(2-((4-(2,5-dimethyloxazol-4-yl)-2-ethoxyphenyl)amino)-6-methylpyrido[3,4-d]pyrimidin-8-yl)-4-methylpiperidine-4-carbonitrile CC=1OC(=C(N1)C1=CC(=C(C=C1)NC=1N=CC2=C(N1)C(=NC(=C2)C)N2CCC(CC2)(C#N)C)OCC)C